C(C=C)CCCCBr allyl-butyl bromide